NC1=NC=C(C(=N1)C(F)(F)F)C1=NC(=NC(=N1)N1CCOCC1)N1CCN(CC1)CCCCC(=O)NO 5-(4-(4-(2-amino-4-(trifluoromethyl)pyrimidine-5-yl)-6-morpholino-1,3,5-triazin-2-yl)piperazine-1-yl)-N-hydroxypentanamide